C(C=CCCCCCCCCC)C1C(=O)OC(C1)=O (2-dodecene-1-yl)-succinic anhydride